tert-butyl (2-(7-fluoro-5-methoxy-1H-indol-3-yl)ethyl)carbamate FC=1C=C(C=C2C(=CNC12)CCNC(OC(C)(C)C)=O)OC